(4R)-4-((3R,8R,9S,10S,13R,14S,17R)-3-((tert-butyldimethylsilyl)oxy)-10,13-dimethylhexadecahydro-1H-cyclopenta[a]phenanthren-17-yl)-N-(2-(dihexylamino)ethyl)pentanamide [Si](C)(C)(C(C)(C)C)O[C@@H]1CC[C@@]2([C@H]3CC[C@@]4([C@H](CC[C@H]4[C@@H]3CCC2C1)[C@@H](CCC(=O)NCCN(CCCCCC)CCCCCC)C)C)C